C(C)(=O)C1=C(C=C(C=C1)Cl)C=1C(=NN(C(C1)=O)C(C(=O)OC(C)(C)C)CC1=CC=C(C=C1)F)OC tert-butyl 2-(4-(2-acetyl-5-chlorophenyl)-3-methoxy-6-oxopyridazin-1(6H)-yl)-3-(4-fluorophenyl)propanoate